1,1'-azobis(cyclohexane-carbonitrile) N(=NC1(CCCCC1)C#N)C1(CCCCC1)C#N